1-[4-(5-fluoro-2-methyl-phenyl)piperazin-1-yl]-2-methyl-prop-2-en-1-one FC=1C=CC(=C(C1)N1CCN(CC1)C(C(=C)C)=O)C